FC(CS(=O)(=O)N)CC1=CC=C(C(=C1)C(=O)C1=C(NC2=NC=CC=C21)NC2COC2)F 2,4-difluoro-3-(5-(oxetan-3-ylamino-pyrrolo[2,3-b]pyridine-3-carbonyl)phenyl)propane-1-sulfonamide